(2R,3R,4S,5S)-2-(4-Amino-7H-pyrrolo[2,3-d]pyrimidin-7-yl)-5-((((4-methyl-1-phenyl-1H-imidazol-5-yl)methyl)thio)methyl)tetrahydrofuran-3,4-diol NC=1C2=C(N=CN1)N(C=C2)[C@@H]2O[C@@H]([C@H]([C@H]2O)O)CSCC2=C(N=CN2C2=CC=CC=C2)C